ClC1=CC=C(CC2C(NCC2)=O)C=C1 3-(4-chlorobenzyl)azacyclopentane-2-one